3-((2-chlorophenyl)amino)-4-oxo-2-(pyridin-4-yl)-1,4,6,7-tetrahydro-5H-pyrrolo[3,2-c]pyridine-5-carboxylic acid tert-butyl ester C(C)(C)(C)OC(=O)N1C(C2=C(CC1)NC(=C2NC2=C(C=CC=C2)Cl)C2=CC=NC=C2)=O